The molecule is a polyunsaturated fatty acid anion that is the conjugate base of 12(S)-HPE(5,8,10)TrE, obtained by deprotonation of the carboxy group; major species at pH 7.3. It is a polyunsaturated fatty acid anion, a long-chain fatty acid anion, a hydroperoxy fatty acid anion, a hydroperoxyicosatrienoate and a hydroperoxy polyunsaturated fatty acid anion. It derives from a (5Z,8Z,11Z)-icosatrienoate. It is a conjugate base of a 12(S)-HPE(5,8,10)TrE. CCCCCCCC[C@@H](/C=C/C=C\\C/C=C\\CCCC(=O)[O-])OO